methyl 4-((2R,3S)-3-hydroxyazetidin-2-yl)benzoate O[C@@H]1[C@H](NC1)C1=CC=C(C(=O)OC)C=C1